4-(2-((3-Fluoro-4-morpholinophenyl)amino)pyrimidin-4-yl)-N-(2,2,2-trifluoroethyl)benzamide FC=1C=C(C=CC1N1CCOCC1)NC1=NC=CC(=N1)C1=CC=C(C(=O)NCC(F)(F)F)C=C1